CC1=C(C=CC(=C1)C1=NN(C=N1)C1=CC=C(C=C1)OC(C(F)(F)F)(F)F)NC(=O)\N=C\1/SCC(N1C1=C2C=CC=NC2=CC=C1)=O (Z)-1-(2-Methyl-4-(1-(4-(perfluoroethoxy)phenyl)-1H-1,2,4-triazol-3-yl)phenyl)-3-(4-oxo-3-(quinolin-5-yl)thiazolidin-2-ylidene)urea